Benzyl (2S)-3-(benzyloxy)-2-((tert-butoxycarbonyl) amino)butanoate C(C1=CC=CC=C1)OC([C@@H](C(=O)OCC1=CC=CC=C1)NC(=O)OC(C)(C)C)C